O(S(=O)(=O)C(F)(F)F)C1=NC=C(C2=CC=C(C=C12)C=1C=NC(=C(C1)NS(=O)(=O)C1=C(C=C(C=C1)F)F)OC)F 7-(5-((2,4-difluorophenyl) sulfonamido)-6-methoxypyridin-3-yl)-4-fluoroisoquinolin-1-yl triflate